C1(CCCC1)C(C)(C)OC(=O)C1C2C=CC(C1)C2=O 5-(2-cyclopentyl-2-propoxycarbonyl)-7-oxo-bicyclo[2.2.1]Hept-2-ene